(3-trimethoxysilylpropyl)-1,3-bis(aminomethyl)cyclohexane CO[Si](CCCC1(CC(CCC1)CN)CN)(OC)OC